COC=1C=C2C(=C(N(C2=CC1)C1CCN(CC1)C)C)CC(=O)OCC ethyl 2-(5-methoxy-2-methyl-1-(1-methylpiperidin-4-yl)-1H-indol-3-yl)acetate